ClC=1C=C(C(=NC1)OC1=CC=C(C=C1)C1=CN=CC(=N1)CC(CC(=O)OCC)=O)F ethyl 4-(6-(4-((5-chloro-3-fluoropyridin-2-yl) oxy) phenyl) pyrazin-2-yl)-3-oxobutyrate